NC/C(/CN1N=CN(C1=O)CC=1SC(=CC1)C=1C=NC(=CC1)N1CCNCC1)=C\F 2-[(2E)-2-(aminomethyl)-3-fluoroprop-2-en-1-yl]-4-({5-[6-(piperazin-1-yl)pyridin-3-yl]thiophen-2-yl}methyl)-2,4-dihydro-3H-1,2,4-triazol-3-one